ClC1=C(N=C(N1)C=1C=NC(=CC1)F)C1=C(C=C(OCC2=NC=C(C=C2F)C(F)(F)F)C=C1)OC 2-[[4-(5-Chloro-2-(6-fluoropyridin-3-yl)-1H-imidazol-4-yl)-3-methoxyphenoxy]methyl]-3-fluoro-5-(trifluoromethyl)pyridine